CC1=C(C=NN1COCC[Si](C)(C)C)C=O 5-methyl-1-((2-(trimethylsilyl)ethoxy)methyl)-1H-pyrazole-4-carboxaldehyde